C(#N)C1=CC=C(C2=C(SC(=C21)C(=O)N(C)C)C(=O)N(C)C)C#N 4,7-dicyano-N1,N1,N3,N3-tetramethylbenzo[c]thiophene-1,3-dicarboxamide